C(C1=CC=CC=C1)OC1=CC(=C(C=C1OC)C(=O)C1[C@@H](CCC1)CO)[N+](=O)[O-] (4-(benzyloxy)-5-methoxy-2-nitrophenyl)((2R)-2-(hydroxymethyl)cyclopentyl)methanone